FC=1C=C(CN2C=CC3=CC(=CC=C23)C=2C=C(C(N(C2)C)=O)C)C=CC1C1OC1 5-(1-(3-fluoro-4-(oxiran-2-yl)benzyl)-1H-indol-5-yl)-1,3-dimethylpyridin-2(1H)-one